C(=C)C1=CC=C(C=C1)C(C(=O)O)C1=CC=C(C=C1)\C=C\C(C1=CC=CC=C1)=O 2-(4-Ethenylphenyl)-2-[4-[(E)-3-oxo-3-phenylprop-1-enyl]phenyl]acetic acid